COC(C=1C(O)=CC(=C(C1)N)N)=O 4,5-diaminosalicylic acid methyl ester